N-[[6-(Diethylamino)-2-pyridyl]sulfonyl]-2-(2,2,4-trimethylpyrrolidin-1-yl)pyridin-3-carboxamid C(C)N(C1=CC=CC(=N1)S(=O)(=O)NC(=O)C=1C(=NC=CC1)N1C(CC(C1)C)(C)C)CC